(Z)-5-(1H-indol-3-yl)-3-phenylpent-2-enoic acid N1C=C(C2=CC=CC=C12)CC/C(=C/C(=O)O)/C1=CC=CC=C1